chloropropyl-ethyl-dibutoxysilane ethyl-3-((5-bromothiazol-2-yl)amino)-3-oxopropionate C(C)OC(CC(=O)NC=1SC(=CN1)Br)=O.ClCCC[Si](OCCCC)(OCCCC)CC